CC1(C(C(=CC2(CN(C2)CC=2C=NC=CC2)C1)C#N)=O)C 8,8-dimethyl-7-oxo-2-(pyridin-3-ylmethyl)-2-azaspiro[3.5]Non-5-en-6-Carbonitrile